4-((4-methylpiperazin-1-yl)methyl)-N-(3-chloro-4-((4-methylpiperidin-2-yl)methoxy)phenyl)-benzamide CN1CCN(CC1)CC1=CC=C(C(=O)NC2=CC(=C(C=C2)OCC2NCCC(C2)C)Cl)C=C1